6-bromo-4-(phenylcarbamoyl)-3,4-dihydronaphthalene-2,2(1H)-dicarboxylic acid diethyl ester C(C)OC(=O)C1(CC2=CC=C(C=C2C(C1)C(NC1=CC=CC=C1)=O)Br)C(=O)OCC